1-[1-(cyclopropanecarbonyl)-2,3-dihydro-1H-pyrrolo[3,2-b]pyridin-5-yl]-N-(4-fluorophenyl)cyclobutane-1-carboxamide C1(CC1)C(=O)N1CCC2=NC(=CC=C21)C2(CCC2)C(=O)NC2=CC=C(C=C2)F